3-(2-Propoxyphenyl)-5-methyl-pyrazol-4-ol C(CC)OC1=C(C=CC=C1)C1=NNC(=C1O)C